N1=C(C=CC=C1)SSCCC(=O)NCCCCCC(=O)ON1C(CCC1=O)=O Succinimidyl 6-(3-[2-pyridyl dithio]-propionamido)hexanoate